5-chloro-7-(1-ethylcyclopropyl)-2-(methylsulfanyl)imidazo[4,3-f][1,2,4]triazine ClC=1N=C(N2N=C(N=CC21)SC)C2(CC2)CC